N-nonyl-N-methyl-glucosamine C(CCCCCCCC)N([C@H]1C(O)O[C@@H]([C@H]([C@@H]1O)O)CO)C